CN1N=CC(=C1C1=NC(=NC=C1F)N1CCC(CC1)C(=O)N(CC1=C(C(=CC(=C1)F)F)F)C)C 1-(4-(1,4-dimethyl-1H-pyrazol-5-yl)-5-fluoropyrimidin-2-yl)-N-methyl-N-(2,3,5-trifluorobenzyl)piperidine-4-carboxamide